ClC1=C(C=CC(=C1)F)/C(=C(\C1=CC=C(C=C1)O[C@@H]1CN(CC1)CCCF)/C=1C=C2C=NNC2=CC1)/CC 5-[(1E)-2-(2-chloro-4-fluorophenyl)-1-(4-{[(3S)-1-(3-fluoropropyl)pyrrolidin-3-yl]Oxy}phenyl)but-1-en-1-yl]-1H-indazole